(1-(7-chloroindolin-1-yl)ethyl)-7-((R)-3-(dimethylamino)pyrrolidine-1-carbonyl)-2-morpholino-4H-pyrido[1,2-a]Pyrimidin-4-one ClC=1C=CC=C2CCN(C12)C(C)C1=C(N=C2N(C1=O)C=C(C=C2)C(=O)N2C[C@@H](CC2)N(C)C)N2CCOCC2